COC=1C(=C2C=CC=NC2=CC1)C1=NNC2=NC(=CN=C21)N2C[C@@H]1[C@]([C@@H]1CC2)(C2=NOC(=C2)C)CN ((1S,6R,7S)-3-(3-(6-methoxyquinolin-5-yl)-1H-pyrazolo[3,4-b]pyrazin-6-yl)-7-(5-methylisoxazol-3-yl)-3-azabicyclo[4.1.0]heptan-7-yl)methanamine